(Z)-3-(2-methoxybenzylidene)-1-methyl-5-(methyl-(2-methylquinazolin-4-yl)amino)indolin-2-one COC1=C(\C=C\2/C(N(C3=CC=C(C=C23)N(C2=NC(=NC3=CC=CC=C23)C)C)C)=O)C=CC=C1